N,2-dihydroxybenzamide C1=CC=C(C(=C1)C(=O)NO)O